FC=1C=C2CCN(C2=CC1)C=1C2=C(N=CN1)C=CC(=N2)C=2C=NN(C2)CC(=O)N2C[C@H](CC2)O (S)-2-(4-(4-(5-fluoroindolin-1-yl)pyrido[3,2-d]pyrimidin-6-yl)-1H-pyrazol-1-yl)-1-(3-hydroxypyrrolidin-1-yl)ethan-1-one